2,4-Dimethoxy-3-nitropyridine COC1=NC=CC(=C1[N+](=O)[O-])OC